4-(2-((1-methylpyrrolidin-3-yl)oxy)-5H-pyrrolo[2,3-b]pyrazin-7-yl)pyridin-2(1H)-one CN1CC(CC1)OC=1N=C2C(=NC1)NC=C2C2=CC(NC=C2)=O